(R)-6,6-dimethyl-N-(4-methyl-3-(pyrimidin-2-yl)phenyl)-4-(pyrimidin-2-yl)morpholine-3-carboxamide CC1(OC[C@@H](N(C1)C1=NC=CC=N1)C(=O)NC1=CC(=C(C=C1)C)C1=NC=CC=N1)C